NC=1NC2=C(N1)C=CC=C2 AMINO-BENZIMIDAZOLE